CC1([C@H]([C@@H]1C1=NC(=NO1)C=1C=NC=CC1C(F)(F)F)C1=CC=C(C=C1)S(=O)(=O)N)C 4-[(1S,3S)-2,2-dimethyl-3-{3-[4-(trifluoromethyl)pyridin-3-yl]-1,2,4-oxadiazol-5-yl}cyclopropyl]benzenesulfonamide